4-Amino-8-(4-methoxy-3-pyridyl)-N-(oxetan-3-yl)-2-oxo-1H-quinoline-3-carboxamide NC1=C(C(NC2=C(C=CC=C12)C=1C=NC=CC1OC)=O)C(=O)NC1COC1